CC1=NC=CC(=C1)C1=NNC2=NC(=CC=C21)NC(=O)N[C@H](C)C2=CC=CC=C2 (R)-1-(3-(2-methylpyridin-4-yl)-1H-pyrazolo[3,4-b]pyridin-6-yl)-3-(1-phenylethyl)urea